CON(C(=O)C12COCC2C1)C N-methoxy-N-methyl-3-oxabicyclo[3.1.0]hexane-1-carboxamide